ClC1=C(C(=CC=C1)Cl)C=1C(C2=C(N=C(N=C2)NC2=CC=C3C(CN(CC3=C2)C)(C)C)NC1)=O 6-(2,6-dichlorophenyl)-2-[(2,4,4-trimethyl-1,2,3,4-tetrahydroisoquinolin-7-yl)amino]pyrido[2,3-d]pyrimidin-5(8H)-one